CN1C(N(C2=C1C=C(C=C2)C2=CC=C(C=C2)[N+](=O)[O-])C2C(NC(CC2)=O)=O)=O 3-(3-methyl-5-(4-nitrophenyl)-2-oxo-2,3-dihydro-1H-benzo[d]imidazol-1-yl)piperidine-2,6-dione